NC=1CCC([C@@](N1)(C(F)F)C=1C=C(C=CC1F)NC(=O)C1=NC=C(N=C1)OC)(F)F (S)-N-(3-(6-amino-2-(difluoromethyl)-3,3-difluoro-2,3,4,5-tetrahydropyridin-2-yl)-4-fluorophenyl)-5-methoxypyrazine-2-carboxamide